CC1=CC=2N(C=C1NC1=NC3=C4N(CNC4=N1)C(C3C3CCOCC3)=O)N=CN2 2-((7-Methyl-[1,2,4]triazolo[1,5-a]pyridin-6-yl)amino)-8-(tetrahydro-2H-pyran-4-yl)-4,5-dihydropyrrolo[1,2,3-gh]purin-7(8H)-one